O=CCN(C(OCC1=CC=CC=C1)=O)CC=O benzyl N,N-bis(2-oxoethyl)carbamate